C(#N)C=1C=CC(=C2N=CC=NC12)N1CC2(CC2(C1)C(F)(F)F)C(=O)NCC1CN(CCO1)C 3-(8-Cyanoquinoxalin-5-yl)-N-((4-methylmorpholin-2-yl)methyl)-5-(trifluoromethyl)-3-azabicyclo[3.1.0]Hexane-1-carboxamide